1,2-benzoisothiazol-3-one sodium salt [Na].S1NC(C2=C1C=CC=C2)=O